N1C=C(C=C1)C(=O)O Azole-3-carboxylic acid